C12(CC(C1)C2)N2N=NC(=C2)C(=O)[O-] 1-(bicyclo[1.1.1]pent-1-yl)-1H-1,2,3-triazole-4-carboxylate